NC1=NC=CC(=N1)C=1C2=C(C(=NC1)NCC=1C=C(C(=O)NC3CCC4(CCN(CC4)CCOC)CC3)C=C(C1)F)CCO2 3-(((7-(2-aminopyrimidin-4-yl)-2,3-dihydrofuro[3,2-c]pyridin-4-yl)amino)methyl)-5-fluoro-N-(3-(2-methoxyethyl)-3-azaspiro[5.5]undecan-9-yl)benzamide